6,9-diamino-2-ethoxyacridine-DL-lactate CCOC1=CC2=C(C3=C(C=C(C=C3)N)N=C2C=C1)N.CC(C(=O)O)O